5-[1-(2,2-difluoroethyl)pyrazol-4-yl]-4-fluoro-2-methylaniline FC(CN1N=CC(=C1)C=1C(=CC(=C(N)C1)C)F)F